ethyl 6-chloro-5-(isothiazol-3-yl)nicotinate ClC1=NC=C(C(=O)OCC)C=C1C1=NSC=C1